N-[4-(3-chlorophenoxy)-3-sulfamoylphenyl]-2-(pyridin-2-yl)acetamide ClC=1C=C(OC2=C(C=C(C=C2)NC(CC2=NC=CC=C2)=O)S(N)(=O)=O)C=CC1